OC1=C(C=NN(C2=CC=C(C=C2)NC(C(=C)C)=O)C=O)C=CC=C1 N-(4-(2-(2-hydroxybenzylidene)-formylhydrazino)phenyl)methacrylamide